(E)-4-([1,1'-biphenyl]-3-ylamino)but-2-en-1-ol C1(=CC(=CC=C1)NC/C=C/CO)C1=CC=CC=C1